(R)-4-chloro-N-(8,9-difluoro-6-oxo-1,4,5,6-tetrahydro-2H-pyrano[3,4-c]isoquinolin-1-yl)-3,5-difluoro-N-methylbenzamide ClC1=C(C=C(C(=O)N(C)[C@H]2COCC=3NC(C=4C=C(C(=CC4C32)F)F)=O)C=C1F)F